CN1CCN(CC1)C=1C=CC(=NC1)NC1=NC(=NS1)C1=NC=CC=C1 N-(5-(4-methylpiperazin-1-yl)pyridin-2-yl)-3-(pyridin-2-yl)-1,2,4-thiadiazol-5-amine